BrC=1C=C(C(=C(C1)NC(=O)C=1N2C(C(NC=3C=CC=C(C1)C23)=O)CC)NC)F N-[5-bromo-3-fluoro-2-(methylamino)phenyl]-11-ethyl-10-oxo-1,9-diazatricyclo[6.3.1.04,12]dodeca-2,4,6,8(12)-tetraene-2-carboxamide